C(C)OS(=O)(=O)O.C(C)C=1N=C(NC1)C Ethyl-methylimidazole ethyl-sulfate